7-(2-(4-(6-fluorobenzothiophen-4-yl)piperazin-1-yl)ethyl)-2-oxo-N-propyl-3,4-dihydroquinoline-1(2H)-carboxamide FC1=CC2=C(C=CS2)C(=C1)N1CCN(CC1)CCC1=CC=C2CCC(N(C2=C1)C(=O)NCCC)=O